C(CC(C)C)C1C(OCOC1)=O 3-isopentyl-1,5-dioxanone